(2S)-2-(1-(1-(2,6-dioxopiperidin-3-yl)-3-methyl-2-oxo-2,3-dihydro-1H-benzo[d]imidazol-5-yl)piperidin-4-yl)propanoic acid O=C1NC(CCC1N1C(N(C2=C1C=CC(=C2)N2CCC(CC2)[C@@H](C(=O)O)C)C)=O)=O